OC(CC1(CCCCC1)C(=O)N)CO (2,3-dihydroxypropyl)cyclohexanecarboxamide